5-fluoro-N,N-diisopropyl-2-((4-((S)-3-((9-(((R)-1,1,1-trifluoropropane-2-yl)amino)-3-azaspiro[5.5]undec-3-yl)methyl)pyrrolidin-1-yl)pyrimidin-5-yl)oxy)benzamide FC=1C=CC(=C(C(=O)N(C(C)C)C(C)C)C1)OC=1C(=NC=NC1)N1C[C@@H](CC1)CN1CCC2(CC1)CCC(CC2)N[C@@H](C(F)(F)F)C